(6S,9R)- or (6R,9S)-4-(1-methyl-1H-pyrazol-4-yl)-6,7,8,9-tetrahydro-5H-6,9-epoxycyclohepta[b]pyridine-2-carboxamide CN1N=CC(=C1)C1=C2C(=NC(=C1)C(=O)N)[C@H]1CC[C@@H](C2)O1 |o1:15,18|